N-(4-hydroxy-3-(methylsulfonylamino)phenyl)-2',3'-dimethoxy-[1,1'-biphenyl]-4-carboxamide OC1=C(C=C(C=C1)NC(=O)C1=CC=C(C=C1)C1=C(C(=CC=C1)OC)OC)NS(=O)(=O)C